NC1=C(C=CC(=C1)C(=O)O)C1=CC=C(C=C1)C1=C(C=C(C=C1)C(=O)O)N 2,2''-diamino-p-terphenyl-4,4''-dicarboxylic acid